ClC=1C=C2C(=NC(=NC2=C(C1C1=CC=CC2=C1N=C(S2)N)F)OC[C@H]2NC[C@@H](C2)F)N2CCNCC2 4-(6-chloro-8-fluoro-2-(((2S,4R)-4-fluoropyrrolidin-2-yl)methoxy)-4-(piperazin-1-yl)quinazolin-7-yl)benzo[d]thiazol-2-amine